C(C)(=O)N1[C@H]([C@H](CCC1)NS(=O)(=O)CC)CO[C@@H]1CC[C@@H](CC1)C(C)C N-((2R,3S)-1-acetyl-2-(((cis-4-isopropylcyclohexyl)oxy)methyl)-piperidin-3-yl)ethanesulfonamide